FC(C1=CN=C2N1C=C(C=C2)C2=CNC=1N=C(N=CC12)NCC(C)(F)F)F 5-(3-(difluoromethyl)imidazo[1,2-a]pyridin-6-yl)-N-(2,2-difluoropropyl)-7H-pyrrolo[2,3-d]pyrimidin-2-amine